5-(5-Chloro-2-(((1r,4r)-4-((2-methoxyethyl)amino)cyclohexyl)amino)pyrimidin-4-yl)-3,3-Dimethylisoindolin-1-one ClC=1C(=NC(=NC1)NC1CCC(CC1)NCCOC)C=1C=C2C(NC(C2=CC1)=O)(C)C